(furan-2-yl)-3'-methyl-4-pentyl-[1,1'-biphenyl]-2,6-diol O1C(=CC=C1)C1=C(C(=C(C=C1CCCCC)O)C1=CC(=CC=C1)C)O